NC1=C(C=C(C=C1)C1=CC=CC=C1)Cl 4-amino-3-chlorobiphenyl